ClC1=CC2=C(N=CN=C2NC2=CC(=C(C=C2)OC2=CC3=C(N(N=N3)C)C=C2)C)C=N1 6-chloro-N-(3-methyl-4-((1-methyl-1H-benzo[d][1,2,3]triazol-5-yl)oxy)phenyl)pyrido[3,4-d]pyrimidin-4-amine